C(C)(C)(C)OC(=O)NCCOC1=CC=C(C=C1)C1=C(C(=O)OC)C=CN=C1 methyl 3-(4-(2-((tert-butoxy carbonyl)amino)ethoxy)phenyl)isonicotinate